[N+](=O)([O-])C1=CC=C(C=C1)C=1CCS(CC1)=O 4-(4-nitrophenyl)-3,6-dihydro-2H-thiopyran 1-oxide